ethyl 3-bromo-1H-thieno[2,3-c]pyrazole-5-carboxylate BrC=1C2=C(NN1)SC(=C2)C(=O)OCC